1-(2-Hydroxyethyl)piperidin OCCN1CCCCC1